C(#N)[C@H]1N(CSC1)C(CNC(=O)C1=CC=NC2=CC=C(C=C12)N1CCC(CC1)(C)F)=O (R)-N-(2-(4-Cyanothiazolidin-3-yl)-2-oxoethyl)-6-(4-fluoro-4-methyl-piperidin-1-yl)quinoline-4-carboxamide